tert-butyl (S)-((1-(5-cyano-2-ethoxyphenethyl)piperidin-3-yl)methyl)carbamate C(#N)C=1C=CC(=C(CCN2C[C@@H](CCC2)CNC(OC(C)(C)C)=O)C1)OCC